C(C1=CC=CC=C1)[C@@H](C(=O)N1CC(C1)O)NC(=O)C=1NC2=CC=C(C=C2C1)Cl 5-Chloro-1H-indole-2-carboxylic acid [(1S)-benzyl-2-(3-hydroxy-azetidin-1-yl)-2-oxo-ethyl]-amide